potassium p-nitrobenzenesulfonate [N+](=O)([O-])C1=CC=C(C=C1)S(=O)(=O)[O-].[K+]